(Z)-2-acetyl-4-methyltridec-2-enoate C(C)(=O)/C(/C(=O)[O-])=C/C(CCCCCCCCC)C